N-(4-Methoxy-6-(1-methyl-1H-pyrazol-4-yl)pyrazolo[1,5-a]pyridin-3-yl)-1-methyl-1H-Imidazole-5-carboxamide COC=1C=2N(C=C(C1)C=1C=NN(C1)C)N=CC2NC(=O)C2=CN=CN2C